ClC=1C=C(C=CC1F)[C@H]1[C@@H](CN(C1)CCOC)NC(=O)NC1=C(C(=NN1C1=CC=CC=C1)C1=CC(N(C=C1)C)=O)C 1-(trans-4-(3-chloro-4-fluorophenyl)-1-(2-methoxyethyl)pyrrolidin-3-yl)-3-(4-methyl-3-(1-methyl-2-oxo-1,2-dihydropyridin-4-yl)-1-phenyl-1H-pyrazol-5-yl)urea